4-ferrocenyl-2,6-bis(4-aminophenyl)pyridine [C-]1(C=CC=C1)C1=CC(=NC(=C1)C1=CC=C(C=C1)N)C1=CC=C(C=C1)N.[CH-]1C=CC=C1.[Fe+2]